O=C1NC(CCC1N1C(N(C2=C1C=CC=C2C#CCCC(=O)O)C)=O)=O 5-[1-(2,6-Dioxopiperidin-3-yl)-3-methyl-2-oxo-1,3-benzodiazol-4-yl]pent-4-ynoic acid